CC12C=NCC(CC3=C1SC(=N3)N)N2C#N Methyl-2-amino-10-cyano-4,7,8,9-tetrahydro-4,8-epimino[1,3]thiazolo[5,4-d]azocine